NC1=C(C=C(C=N1)C1=CC=C(C=C1)C(=O)N1[C@@H](CCC1)CN1CC(CCC1)F)OCC1=C(C=CC=C1Cl)Cl {4-[6-amino-5-(2,6-dichloro-benzyloxy)-pyridin-3-yl]-phenyl}-[(2S)-2-(3-fluoro-piperidin-1-ylmethyl)-pyrrolidin-1-yl]-methanone